ClC=1C=NC=C(C1C1=NOC(=C1C1=CC2(C1)CCN(CC2)C=2SC1=C(N2)C(=CC=C1)F)C(C)C)Cl 2-(2-(3-(3,5-Dichloropyridin-4-yl)-5-isopropylisoxazol-4-yl)-7-azaspiro[3.5]non-1-en-7-yl)-4-fluorobenzo[d]thiazol